P(=O)(O)(O)C(=S)[O-] phosphonothiocarboxylate